(3aR,6aS)-tert-butyl 5-(4-((3-chloro-2-fluorophenyl)amino)pyrido[3,2-d]pyrimidin-6-yl)hexahydropyrrolo[3,4-c]pyrrole-2(1H)-carboxylate ClC=1C(=C(C=CC1)NC=1C2=C(N=CN1)C=CC(=N2)N2C[C@@H]1[C@H](C2)CN(C1)C(=O)OC(C)(C)C)F